N1=NNC2=NC(=CC=C21)C=2C=CC(=C(C(=O)NC1=CC=C(C=C1)N1CC(CC1)(F)F)C2)F 5-(3H-[1,2,3]triazolo[4,5-b]pyridin-5-yl)-N-(4-(3,3-difluoropyrrolidin-1-yl)phenyl)-2-fluorobenzamide